2-(2-((tert-butoxycarbonyl)(methyl)amino)ethoxy)ethyl 4-methylbenzenesulfonate CC1=CC=C(C=C1)S(=O)(=O)OCCOCCN(C)C(=O)OC(C)(C)C